NC=1C=C(C(=NC1)N1N=CC=C1C#N)Cl 1-(5-amino-3-chloropyridin-2-yl)-1H-pyrazole-5-carbonitrile